3-methoxybutyl acetate (methoxy butyl acetate) COCCCCCC(=O)O.C(C)(=O)OCCC(C)OC